4-chlorobenzonitrile compound with 2,2,2-trifluoroacetic acid FC(C(=O)O)(F)F.ClC1=CC=C(C#N)C=C1